CC1=CC=C(C(=O)C2=CC(=C3C=C(C=CN23)C(=O)OC(C)C)C(=O)OCC)C=C1 1-Ethyl 7-isopropyl 3-(4-methylbenzoyl)indolizine-1,7-dicarboxylate